C(CCCCCCCCCCCCCCCCCCCCC)(=O)[O-].[Ag+] silver docosanoate